C1(CC1)C1=NNC(=N1)C1CC2(CN(C2)C(=O)N2CC3(C2)CC(C3)CC3=NNC(=C3)C(F)F)C1 [6-(3-cyclopropyl-1H-1,2,4-triazol-5-yl)-2-azaspiro[3.3]heptan-2-yl]-[6-[[5-(difluoromethyl)-1H-pyrazol-3-yl]methyl]-2-azaspiro[3.3]heptan-2-yl]methanone